(2S,4r)-1-[(2S)-2-(4-cyclopropyl-triazol-1-yl)-3,3-dimethyl-butyryl]-N-(2-ethylsulfinyl-cyclohexyl)-4-hydroxy-pyrrolidine-2-carboxamide C1(CC1)C=1N=NN(C1)[C@H](C(=O)N1[C@@H](C[C@H](C1)O)C(=O)NC1C(CCCC1)S(=O)CC)C(C)(C)C